(5-(3-chlorobenzyl)pyridin-2-yl)-1-methyl-6-oxo-1,6-dihydropyridine-3-carboxamide ClC=1C=C(CC=2C=CC(=NC2)C=2N(C(C=CC2C(=O)N)=O)C)C=CC1